4-methyl-[2,4'-bithiazole]-5-carboxamide CC=1N=C(SC1C(=O)N)C=1N=CSC1